1-(4-((4-(3-(3-amino-5-(4-amino-4-methylpiperidin-1-yl)pyrazin-2-yl)-2-chlorophenyl)piperazin-1-yl)methyl)pyridin-3-yl)dihydropyrimidine-2,4(1H,3H)-dione NC=1C(=NC=C(N1)N1CCC(CC1)(C)N)C=1C(=C(C=CC1)N1CCN(CC1)CC1=C(C=NC=C1)N1C(NC(CC1)=O)=O)Cl